C(C)(C)(C)OOOC(=O)CCCCCCC(=O)OOOC(C)(C)C 1,6-bis(t-butylperoxy-carboxy)hexane